COC(C(CC1=CC(=CC=C1)OC)NC(=O)OC(C)(C)C)=O 2-((Boc)amino)-3-(3-methoxyphenyl)propanoic acid methyl ester